(2-amino-4,5-dimethylthiophen-3-yl)(4-methoxyphenyl)methanone NC=1SC(=C(C1C(=O)C1=CC=C(C=C1)OC)C)C